CN(C1=CC=C(C=C1)C(/C=C/C1=CC=C(OCC(=O)O)C=C1)=O)C 2-[4-[(E)-3-[4-(Dimethylamino)phenyl]-3-oxoprop-1-enyl]phenoxy]acetic acid